methyl 1-(2-methoxyethyl)-2-({4-[2-methyl-2-(pyridin-3-yl)-1,3-benzodioxol-4-yl] piperidin-1-yl} methyl)-1H-benzimidazole-6-carboxylate COCCN1C(=NC2=C1C=C(C=C2)C(=O)OC)CN2CCC(CC2)C2=CC=CC=1OC(OC12)(C=1C=NC=CC1)C